ClC1=CC(=C(C=C1)C1=NC=CC2=C1N=C1N(C2=O)CCC1)F 1-(4-chloro-2-fluorophenyl)-8,9-dihydropyrido[3,4-d]pyrrolo[1,2-a]pyrimidin-5(7H)-one